C(C1=CC=CC=C1)OC1=C(C=C(C(=O)NC2(CCC3=CC(=CC=C23)NC2=NC(=CC=C2[N+](=O)[O-])N2N=CC=C2)C)C=C1)C1OCCO1 4-(benzyloxy)-3-(1,3-dioxolan-2-yl)-N-(1-methyl-5-((3-nitro-6-(1H-pyrazol-1-yl)pyridin-2-yl)amino)-2,3-dihydro-1H-inden-1-yl)benzamide